C1(CCCCCC1)CC=1NC(=NN1)C(=O)NC1=NC=CC(=C1)C1=C(C=CC(=C1)OCCCC(C)(C)O)C 5-(cycloheptylmethyl)-N-(4-(5-((4-hydroxy-4-methylpentyl)oxy)-2-methylphenyl)pyridin-2-yl)-4H-1,2,4-triazole-3-carboxamide